(2-(dimethylamino)-1-phenylethyl)-6,6-dimethyl-4,6-dihydropyrrolo[3,4-c]pyrazole-5(1H)-carboxamide CN(CC(C1=CC=CC=C1)N1N=CC2=C1C(N(C2)C(=O)N)(C)C)C